C1(CC1)S(=O)(=O)NC=1SC=C(N1)C(C(=O)NC1=CC=C(C=C1)C1=NC(=CN=C1)OCC)N(C)C 2-(2-(cyclopropanesulfonylamino)thiazol-4-yl)-2-(dimethylamino)-N-(4-(6-ethoxypyrazin-2-yl)phenyl)acetamide